2-(4-(3-(dimethylamino)pyrrolidine-1-yl)-4-methoxy-5-{[6-(1-methyl-1H-indole-5-yl)pyrimidine-4-yl]amino}phenyl)acrylamide CN(C1CN(CC1)C1(CC=C(C=C1NC1=NC=NC(=C1)C=1C=C2C=CN(C2=CC1)C)C(C(=O)N)=C)OC)C